Methyl 2-[acetyl(3-fluorobenzyl)amino]-6-hydroxy-1-benzothiophene-3-carboxylate C(C)(=O)N(C=1SC2=C(C1C(=O)OC)C=CC(=C2)O)CC2=CC(=CC=C2)F